(R)-1-(4-(7-(6-amino-3-(trifluoromethyl)pyridin-2-yl)-5,6,7,8-tetrahydroquinazolin-4-yl)piperazin-1-yl)prop-2-en-1-one NC1=CC=C(C(=N1)[C@@H]1CCC=2C(=NC=NC2C1)N1CCN(CC1)C(C=C)=O)C(F)(F)F